C1(CC1)C(CC(F)(F)P(=O)(OCC)OCC)C1=C(CC2(OCCO2)CC1)C(=O)OCC Ethyl 8-(1-cyclopropyl-3-(diethoxyphosphoryl)-3,3-difluoropropyl)-1,4-dioxaspiro[4.5]dec-7-ene-7-carboxylate